N(=[N+]=[N-])C1=CC(=C(C=C1)Cl)F 4-Azido-1-chloro-2-fluorobenzene